FC(OC1CC(C1)SC=1N=C2N(N1)[C@@H](C[C@@H]2F)C2=CC=CC=C2)F (5s,7s)-2-trans-[3-(difluoromethoxy)cyclobutyl]thio-7-fluoro-5-phenyl-6,7-dihydro-5H-pyrrolo[1,2-b][1,2,4]triazole